CN1C(N(C2=C1C=CC(=C2)C=2C=CC=C1C=C(N=CC21)C=2C=C(C(=NC2)C(=O)NCC#CC=2C=CC1=C(C(=CO1)C1C(NC(CC1)=O)=O)C2)C)C)=O 5-(8-(1,3-dimethyl-2-oxo-2,3-dihydro-1H-benzo[d]imidazol-5-yl)isoquinolin-3-yl)-N-(3-(3-(2,6-dioxo-piperidin-3-yl)benzofuran-5-yl)prop-2-yn-1-yl)-3-methylpicolinamide